6-aminocaproic acid potassium salt [K+].NCCCCCC(=O)[O-]